C(=O)O.COC1=CC=C(C=C1)C1=NOC(=N1)N1CCC(CC1)C(=O)NCC1CN(CC1)CC1=NC=CC=C1 1-(3-(4-Methoxyphenyl)-1,2,4-oxadiazol-5-yl)-N-((1-(pyridin-2-ylmethyl)pyrrolidin-3-yl)methyl)piperidine-4-carboxamide formate